2-((4-Bromo-2-methylphenyl)amino)-4-(trifluoromethyl)benzonitrile BrC1=CC(=C(C=C1)NC1=C(C#N)C=CC(=C1)C(F)(F)F)C